1-(4-Chloropyrimidin-2-yl)-3-(4-(trifluoromethoxy)phenyl)urea ClC1=NC(=NC=C1)NC(=O)NC1=CC=C(C=C1)OC(F)(F)F